(E)-4-(4-(6-(5-((2,4-difluorophenyl)sulfonamido)-6-methoxypyridin-3-yl)quinazolin-4-yl)piperazin-1-yl)-N-methyl-4-oxobut-2-enamide FC1=C(C=CC(=C1)F)S(=O)(=O)NC=1C=C(C=NC1OC)C=1C=C2C(=NC=NC2=CC1)N1CCN(CC1)C(/C=C/C(=O)NC)=O